FC(C[C@H](C(=O)NC1=NC=CC(=C1)C1=C(C2=NC=C(C=C2N1)F)C1=CC=CC=C1)C1=CC=C(C=C1)F)F (2S)-4,4-difluoro-2-(4-fluorophenyl)-N-[4-(6-fluoro-3-phenyl-1H-pyrrolo[3,2-b]pyridin-2-yl)pyridin-2-yl]butanamide